OC(C(=O)O)(C=1SC=CC1)C=1SC=CC1 2-hydroxy-2,2-di(thiophen-2-yl)acetic acid